ClC1=CC=C2C(=NN(C2=C1)C=1C=NC=CC1)C(C)N1N=C(C=2C1=NC=NC2N)C=2C=NN(C2)C 1-(1-(6-Chloro-1-(pyridin-3-yl)-1H-indazol-3-yl)ethyl)-3-(1-methyl-1H-pyrazole-4-yl)-1H-pyrazolo[3,4-d]pyrimidin-4-amine